N-((6-hydroxy-1-(4-(trifluoromethyl)phenyl)-1,2,3,4-tetrahydro-1,5-naphthyridin-3-yl)methyl)acetamide OC=1N=C2CC(CN(C2=CC1)C1=CC=C(C=C1)C(F)(F)F)CNC(C)=O